C[C@@H](COC1=CC=C(C=C1)[C@H](CC(=O)O)C#CC)CC |&1:1| (3S)-3-{4-[(2R/S)-2-methylbutoxy]phenyl}hex-4-ynoic acid